methyl arabinuronate O=C[C@@H](O)[C@H](O)[C@H](O)C(=O)OC